(E)-4-fluoro-1-((6-methoxy-4-(o-tolyl)pyridin-3-yl)sulfonyl)-N-(3-(methylsulfonyl)allyl)piperidine-4-carboxamide FC1(CCN(CC1)S(=O)(=O)C=1C=NC(=CC1C1=C(C=CC=C1)C)OC)C(=O)NC\C=C\S(=O)(=O)C